COC1=CC=C(C=C1)CCO 2-(4-methoxyphenyl)-ethanol